C(C)(=O)N1CCC(CC1)(C)CN1N=CC(=C1C(=O)NC1=NC=C(C=C1C)C#CC1=CC=CC=C1)Cl 1-((1-acetyl-4-methylpiperidin-4-yl)methyl)-4-chloro-N-(3-methyl-5-(phenylethynyl)pyridin-2-yl)-1H-pyrazole-5-carboxamide